4-(trimethylsilyl)anisole C[Si](C1=CC=C(C=C1)OC)(C)C